1-methyl-3-(5-methylpyridin-3-yl)-1H-pyrazol-5-amine CN1N=C(C=C1N)C=1C=NC=C(C1)C